5-methoxy-4-(3-methyl-4-phenylpiperazin-1-yl)pyrimidin COC=1C(=NC=NC1)N1CC(N(CC1)C1=CC=CC=C1)C